N1(CCCC1)CC(C)O 1-pyrrolidinyl-propan-2-ol